ClC=1C=C2C(=NC=NC2=C(C1Cl)Cl)NC(C)C1=NC=NN1C1=CC=C(C=N1)C#N 6-[5-[1-[(6,7,8-trichloroquinazolin-4-yl)amino]ethyl]-1,2,4-triazol-1-yl]pyridine-3-carbonitrile